ClC1=CC=C(CNC(CCC2=NC=3C(=NC=CC3)N2CC2=CC=C(C=C2)OC)=O)C=C1 N-(4-Chloro-benzyl)-3-[3-(4-methoxy-benzyl)-3H-imidazo[4,5-b]pyridin-2-yl]-propionamide